(E)-N,N,N-trimethyl-2-((3-(2-(thiophen-2-yl)vinyl)-1H-pyrazole-1-carbonyl)oxy)ethan-1-aminium iodide [I-].C[N+](CCOC(=O)N1N=C(C=C1)\C=C\C=1SC=CC1)(C)C